C1=CC=CC=2C3=CC=CC=C3C(C12)COC(=O)N(C(C(=O)O)CCC1=CC(=C(C(=C1)F)OC)F)C 2-((((9H-Fluoren-9-yl)methoxy)carbonyl)(methyl)amino)-4-(3,5-difluoro-4-methoxyphenyl)butanoic acid